(4-aminobutyl)-[3-({4-[(4-aminobutyl)amino]butyl}amino)propyl]amine NCCCCNCCCNCCCCNCCCCN